2-bromo-1,1,3,4-tetrafluorobut-1-ene BrC(=C(F)F)C(CF)F